C[C@@H]1OCC2=C1N=C(N=C2N2C[C@@H]1C([C@@H]1C2)CC(=O)O)N2[C@H](CC2)C 2-((1r,5s,6s)-3-((S)-7-methyl-2-((S)-2-methylazetidin-1-yl)-5,7-dihydrofuro[3,4-d]pyrimidin-4-yl)-3-azabicyclo[3.1.0]hexan-6-yl)acetic acid